1-(2-fluorobenzyl)-1H-indole-2-carbaldehyde FC1=C(CN2C(=CC3=CC=CC=C23)C=O)C=CC=C1